ClC1=CC=C(C=C1)C1=N[C@H](C2=C(C3=C1C=CC=C3)C(=NO2)C)CC=2OC=CN2 (S)-6-(4-chlorophenyl)-1-methyl-4-(oxazol-2-ylmethyl)-4H-benzo[c]isoxazolo[4,5-e]azepine